N8-(3-chloro-5-fluorophenyl)-N2-(4-methyltetrahydro-2H-pyran-4-yl)-9-(piperidin-4-yl)-9H-purine-2,8-diamine ClC=1C=C(C=C(C1)F)NC=1N(C2=NC(=NC=C2N1)NC1(CCOCC1)C)C1CCNCC1